tert-butyl N-[(3S)-1-[2-chloro-5-[4-[((trans)-4-hydroxycyclohexyl)carbamoyl]phenyl]-4-pyridyl]-3-piperidyl]carbamate ClC1=NC=C(C(=C1)N1C[C@H](CCC1)NC(OC(C)(C)C)=O)C1=CC=C(C=C1)C(N[C@@H]1CC[C@H](CC1)O)=O